FC=1C(=C(C=CC1F)C1C(OC(C1)(C(F)(F)F)C)C(=O)NC1=CC(=C(C=C1)B(O)O)C(=O)OC)OC (4-(3-(3,4-difluoro-2-methoxyphenyl)-5-methyl-5-(trifluoromethyl)tetrahydrofuran-2-carboxamido)-2-(methoxycarbonyl)phenyl)boronic acid